4-[7-(3-cyanoazetidin-3-yl)imidazo[1,2-a]pyridin-3-yl]-N-cyclopropyl-2-(difluoromethoxy)-6-methoxy-benzamide C(#N)C1(CNC1)C1=CC=2N(C=C1)C(=CN2)C2=CC(=C(C(=O)NC1CC1)C(=C2)OC)OC(F)F